BrC=1N=C(N(N1)C1=NC=C(C=C1)C#N)C(C)NC(C1=CC(=CC(=C1)C(F)(F)F)C1CC1)=O N-[1-[5-bromo-2-(5-cyano-2-pyridyl)-1,2,4-triazol-3-yl]ethyl]-3-cyclopropyl-5-(trifluoromethyl)benzamide